9,12-diphenylbenzo[e]pyrene C1(=CC=CC=C1)C1=CC=C(C=2C=3C=CC=C4C=CC=5C=CC=C(C21)C5C43)C4=CC=CC=C4